2-(2-cyanopropan-2-yl)-N-(3-(7-((4-methoxybenzyl)(methyl)amino)-1,6-naphthyridin-3-yl)-4-methylphenyl)isonicotinamide C(#N)C(C)(C)C=1C=C(C(=O)NC2=CC(=C(C=C2)C)C=2C=NC3=CC(=NC=C3C2)N(C)CC2=CC=C(C=C2)OC)C=CN1